BrC1=CC=C(N=N1)N1N=CC(=C1)C#N 1-(6-bromopyridazin-3-yl)-1H-pyrazole-4-carbonitrile